C1(CC1)C1=CC=C(N=N1)CNC 1-(6-cyclopropyl-pyridazin-3-yl)-N-methyl-methylamine